C[C@H]1COCC[C@H]1N (3R,4R)-3-methyltetrahydro-2H-pyran-4-amine